methyl 1-(9H-fluoren-9-yl)-3-oxo-2,7,10-trioxa-4-azadodecan-12-oate C1=CC=CC=2C3=CC=CC=C3C(C12)COC(NCCOCCOCC(=O)OC)=O